2-{[4-(2-acetyl-2,7-diazaspiro[3.5]non-7-yl)phenyl]amino}-6-(2,6-dichlorophenyl)imidazo[1,2-a]pyrimido[5,4-e]pyrimidin-5(6H)-one C(C)(=O)N1CC2(C1)CCN(CC2)C2=CC=C(C=C2)NC=2N=CC=1C(N(C=3N(C1N2)C=CN3)C3=C(C=CC=C3Cl)Cl)=O